ClC=1C(=C(C=CC1F)O)C1CCNCC1 3-chloro-4-fluoro-2-(piperidin-4-yl)phenol